tert-Butyl 3-phenyl-8-azabicyclo[3.2.1]oct-2-ene-8-carboxylate C1(=CC=CC=C1)C1=CC2CCC(C1)N2C(=O)OC(C)(C)C